dec-1,8-dien C=CCCCCCC=CC